4-(3-Methyl-2-(morpholinomethyl)-5-(3-(m-tolyl)-1H-pyrazol-1-yl)thieno[3,2-b]pyridin-7-yl)morpholine CC1=C(SC=2C1=NC(=CC2N2CCOCC2)N2N=C(C=C2)C=2C=C(C=CC2)C)CN2CCOCC2